[Ca+2].C(CCCCCCCC)C=1C(=C(C2=CC=CC=C2C1)S(=O)(=O)[O-])CCCCCCCCC.C(CCCCCCCC)C=1C(=C(C2=CC=CC=C2C1)S(=O)(=O)[O-])CCCCCCCCC dinonylnaphthalenesulfonic acid calcium salt